N-tert-butyl-2-[methyl(2-{[1,3]thiazolo[4,5-c]pyridin-6-yl}-5H,6H,7H-cyclopenta[d]pyrimidin-4-yl)amino]acetamide C(C)(C)(C)NC(CN(C=1C2=C(N=C(N1)C1=CC3=C(C=N1)N=CS3)CCC2)C)=O